4-hydroxy-6-phenylpyridine-1(2H)-carboxylic acid benzyl ester C(C1=CC=CC=C1)OC(=O)N1CC=C(C=C1C1=CC=CC=C1)O